C(C)(C)(C)OC(=O)N1CCN(CC1)CCOC1=CC2=C(N(C=N2)C2=CC=C(C=C2)NC(=O)OC2=CC=CC=C2)C=C1 4-{2-[1-(4-Phenoxycarbonylamino-phenyl)-1H-benzimidazol-5-yloxy]-ethyl}-piperazine-1-carboxylic acid tert-butyl ester